C[C@H]1CC[C@@H](NC1)C1=CC(=CC=C1)C1CN(CC1)C (2R,5S)-5-methyl-2-[3-(1-methylpyrrolidin-3-yl)phenyl]piperidine